COC(C1=C(C=C(C=C1)Br)C(C)Br)=O 4-bromo-2-(1-bromoethyl)benzoic acid methyl ester